3-amino-6-ethyl-4-(7-fluoro-1H-indazol-4-yl)-1H-benzo[h]quinolin-2-one NC=1C(NC2=C3C(=C(C=C2C1C1=C2C=NNC2=C(C=C1)F)CC)C=CC=C3)=O